6-acetyl-8-cyclopentyl-2-[[5-[1-[[4-(hydroxymethyl)cyclohexyl]-methyl]-4-piperidyl]-2-pyridyl]amino]-5-methyl-pyrido[2,3-d]pyrimidin-7-one C(C)(=O)C1=C(C2=C(N=C(N=C2)NC2=NC=C(C=C2)C2CCN(CC2)CC2CCC(CC2)CO)N(C1=O)C1CCCC1)C